2-phenylpyrrolidine-1-carbonitrile C1(=CC=CC=C1)C1N(CCC1)C#N